COC1=CC=2N=CN=C(C2N=C1OC(C)C1=NN=NN1C)C=1C(=NN(C1)C)C1=CC=CC=C1 7-methoxy-6-(1-(1-methyl-1H-tetrazol-5-yl)ethoxy)-4-(1-methyl-3-phenyl-1H-pyrazol-4-yl)pyrido[3,2-d]pyrimidine